[Cl-].[Cl-].C[Si](=[Hf+2](C1C(=CC2=C(C=3CCCC3C=C12)C1=CC(=CC(=C1)C)C)C)C1C(=CC2=C(C(=C(C=C12)C(C)(C)C)OC)C1=CC(=CC(=C1)C)C)C)C Trans-dimethylsilylene[2-methyl-4-(3,5-dimethylphenyl)-5-methoxy-6-tert-butyl-inden-1-yl][2-methyl-4-(3,5-dimethylphenyl)-1,5,6,7-tetrahydro-s-indacen-1-yl]hafnium dichloride